N-(chloro(diethylamino)methylene)-N-hexylhexan-1-aminium chloride [Cl-].ClC(=[N+](CCCCCC)CCCCCC)N(CC)CC